BrCC=1NC=CN1 2-(bromomethyl)imidazole